ClC=1C=C(C=CC1Cl)N1C(N(C(C2=C1C=CO2)=O)C=2C=NC=CC2)=O 1-(3,4-dichlorophenyl)-3-(pyridin-3-yl)furo[3,2-d]pyrimidine-2,4(1H,3H)-dione